N-dodecyl-N-(2-(pyrrolidin-1-yl)ethyl)dodecan-1-amine C(CCCCCCCCCCC)N(CCCCCCCCCCCC)CCN1CCCC1